COC(CC[C@@H](C)[C@H]1CC[C@H]2[C@@H]3C=C[C@@H]4CCCC[C@]4(C)[C@H]3CC[C@]12C)=O 5β-chol-6-en-24-oic acid methyl ester